C(=O)(O)CCC(C(=O)O)=C.C(\C=C\C1=CC=C(C=C1)O)(=O)C(=O)[C@H](O)[C@@H](O)[C@H](O)[C@H](O)CO p-Coumaroyl-glucose β-carboxyethyl-acrylate